FC1=C(C=CC(=N1)C(=O)NC)N1CCC(CC1)NCC=1C(=C2NC(C(=NC2=CC1)C)=O)F 6-fluoro-5-(4-(((5-fluoro-2-methyl-3-oxo-3,4-dihydroquinoxalin-6-yl)methyl)amino)piperidin-1-yl)-N-methylpicolinamide